isopropyl-(dimethylsilyl)amine C(C)(C)N[SiH](C)C